FC(CN1N=NC(=C1)C(=O)NCC1=CC(=CC=C1)OC(F)(F)F)CCN1N=NC(=C1)C(NCC1=NC=C(C=C1)C(F)(F)F)=O 1-{2-fluoro-4-[4-({[5-(trifluoromethyl)pyridin-2-yl]methyl}carbamoyl)-1H-1,2,3-triazol-1-yl]butyl}-N-{[3-(trifluoromethoxy)phenyl]methyl}-1H-1,2,3-triazole-4-carboxamide